C(C)(C)(C)OC(=O)NC1=C(N=C(S1)C1=C(C=CC=C1F)F)C(=O)O 5-[(tert-butoxycarbonyl)amino]-2-(2,6-difluorophenyl)-1,3-thiazole-4-carboxylic acid